ethoxymethyleneepoxyethane tert-butyl-(R)-3-((S)-1-(tert-butoxy)-3-(6-formyl-1-methyl-1H-benzo[d]imidazol-2-yl)-1-oxopropan-2-yl)pyrrolidine-1-carboxylate C(C)(C)(C)OC(=O)N1C[C@H](CC1)[C@@H](C(=O)OC(C)(C)C)CC1=NC2=C(N1C)C=C(C=C2)C=O.C(C)OC=C2CO2